N-methyl-2-[2-methyl-6-[1-oxo-2-(4-piperidyl)-6-isoquinolyl]imidazo[1,2-b]pyridazin-8-yl]acetamide CNC(CC=1C=2N(N=C(C1)C=1C=C3C=CN(C(C3=CC1)=O)C1CCNCC1)C=C(N2)C)=O